2-(3-cyclopropyl-4-(ethylthio)-1-(pyridin-2-ylmethyl)-1H-pyrazol-5-yl)-3-methyl-6-(trifluoromethyl)-3H-imidazo[4,5-c]pyridine C1(CC1)C1=NN(C(=C1SCC)C1=NC2=C(C=NC(=C2)C(F)(F)F)N1C)CC1=NC=CC=C1